COCC[N+]=1NC=CC1 1-(2-methoxyethyl)pyrazolium